N1C=CC2=CC(=CC=C12)S(=O)(=O)N1CCN(CC1)C(=O)NC1=CC=C(C=C1)C(C)CC 4-((1H-indol-5-yl)sulfonyl)-N-(4-(sec-butyl)phenyl)piperazine-1-carboxamide